CCC(=O)C1=C(C=C(C=C1)Cl)Cl 2,4-dichloropropiophenone